ClCCOCCOC1=C(C=C2C=CN=C(C2=C1)OCC1NC(CC1)=O)C#N 7-(2-(2-chloroethoxy)ethoxy)-1-((5-oxopyrrolidin-2-yl)methoxy)isoquinoline-6-carbonitrile